2-undecanol CC(CCCCCCCCC)O